CN1CCN(CC1)C1=NC=NC2=CC=C(C=C12)C1=CNC2=NC=C(C=C21)C2=CC(=NC=C2)N2CCN(CC2)C 4-(4-methylpiperazin-1-yl)-6-(5-(2-(4-methylpiperazin-1-yl)pyridin-4-yl)-1H-pyrrolo[2,3-b]pyridin-3-yl)quinazoline